tert-butyl ((1S,2S)-2-(hydroxymethyl)cyclopentyl)carbamate OC[C@@H]1[C@H](CCC1)NC(OC(C)(C)C)=O